γ-Acryloyloxypropylmethyl-triethoxysilan C(C=C)(=O)OCCCC(C)O[Si](OCC)(OCC)C